methyl 8-bromooctanoate BrCCCCCCCC(=O)OC